3-chlorothiophene-carbaldehyde ClC1=C(SC=C1)C=O